3-(2-(2-(2-(Benzyloxy)ethoxy)ethoxy)ethoxy)-4,5-bis(2-(2-(2-((4-methoxybenzyl)oxy)ethoxy)ethoxy)ethoxy)benzoic acid C(C1=CC=CC=C1)OCCOCCOCCOC=1C=C(C(=O)O)C=C(C1OCCOCCOCCOCC1=CC=C(C=C1)OC)OCCOCCOCCOCC1=CC=C(C=C1)OC